CC(C)CC(C#CC(CC(C)C)C)C 2,4,7,9-Tetramethyldec-5-yn